methyl 3-(benzyloxy)-1-(7,8-difluoro-2,3,4,5-tetrahydrobenzo[b][1,4]oxazepin-3-yl)-5-((2,4-difluorobenzyl) carbamoyl)-4-oxo-1,4-dihydropyridine-2-carboxylate C(C1=CC=CC=C1)OC1=C(N(C=C(C1=O)C(NCC1=C(C=C(C=C1)F)F)=O)C1CNC2=C(OC1)C=C(C(=C2)F)F)C(=O)OC